BrC1=CC2=C(CNCC(O2)(C)C)C=C1 8-Bromo-2,2-dimethyl-2,3,4,5-tetrahydrobenzo[f][1,4]oxazepine